di-(2-hexyl)phosphoric acid CC(CCCC)OP(OC(C)CCCC)(O)=O